NC=1C=C(C=CC1)C(O)C1=C(C=CC=C1)F (3-amino-phenyl)-(2-fluoro-phenyl)-methanol